1-(5-(4-methoxyphenyl)-2-methyl-4-phenyl-1H-pyrrol-3-yl)ethan-1-one COC1=CC=C(C=C1)C1=C(C(=C(N1)C)C(C)=O)C1=CC=CC=C1